C1=C(C=CC2=CC(=CC=C12)C(=O)Br)C(=O)Br naphthalene-2,6-dicarboxylic bromide